methyl 4-[3-[2,6-dichloro-4-(3-methoxyazetidin-1-yl)benzoyl]-2,4-dihydro-1,3-benzoxazin-8-yl]-5-fluoro-2-(3-oxa-8-azabicyclo[3.2.1]octan-8-yl)benzoate ClC1=C(C(=O)N2COC3=C(C2)C=CC=C3C3=CC(=C(C(=O)OC)C=C3F)N3C2COCC3CC2)C(=CC(=C1)N1CC(C1)OC)Cl